(2R,3R,4S,5R,6R)-4-(4-(2,3-difluoro-4-methylphenyl)-1H-1,2,3-triazol-1-yl)-6-((5-(1-hydroxycyclobutyl)isoxazol-3-yl)methyl)-2-(hydroxymethyl)-5-methoxytetrahydro-2H-pyran-3-ol FC1=C(C=CC(=C1F)C)C=1N=NN(C1)[C@H]1[C@H]([C@H](O[C@@H]([C@@H]1OC)CC1=NOC(=C1)C1(CCC1)O)CO)O